N-((1-((4-methoxy-3-((3-methoxyphenyl)sulfonamido)-benzo[d]isoxazol-6-yl)methyl)-1H-pyrazol-4-yl)methyl)propiolamide COC1=CC(=CC2=C1C(=NO2)NS(=O)(=O)C2=CC(=CC=C2)OC)CN2N=CC(=C2)CNC(C#C)=O